6-chloro-N-[(2R)-2-(hydroxymethyl)-6-[4-(hydroxymethyl)-1-piperidyl]-2-methyl-3H-benzofuran-5-yl]pyrazolo[1,5-a]pyrimidine-3-carboxamide ClC=1C=NC=2N(C1)N=CC2C(=O)NC=2C(=CC1=C(C[C@](O1)(C)CO)C2)N2CCC(CC2)CO